ClC1=C(C=CC=C1)CC(=O)NC1=CC(=C(C=C1)C=1C=NN(C1)CC(C)(C)O)S(N)(=O)=O 2-(2-Chlorophenyl)-N-{4-[1-(2-hydroxy-2-methylpropyl)-1H-pyrazol-4-yl]-3-sulfamoylphenyl}acetamide